C(C=C)C(C(=O)OCC(CCC)CC)(C(=O)OCC(CCC)CC)CCC di(2-ethylpentyl) 2-allyl-2-propyl-malonate